ribosyl triphosphate O(P([O-])(=O)OP(=O)([O-])OP(=O)([O-])[O-])C1[C@H](O)[C@H](O)[C@H](O1)CO